FC1=C(C(=CC(=C1)N1N=CC(=C1)C(F)(F)F)F)N1C(C2(N3C1=NC=C3)CC2)=O 7'-[2,6-difluoro-4-[4-(trifluoromethyl)pyrazol-1-yl]phenyl]spiro[cyclopropane-1,5'-imidazo[1,2-a]imidazole]-6'-one